ethyl(cyclohexylethyl)phosphinat C(C)P([O-])(=O)CCC1CCCCC1